C(C)(C)(C)OC(=O)N1C=CC2=C(C(=CC(=C12)C)OC)CN1[C@@H](CC2(CC(C2)(F)F)CC1)C1=CC=C(C=C1)C(=O)OC (S)-4-((2,2-difluoro-6-(4-(methoxycarbonyl)phenyl)-7-azaspiro[3.5]nonan-7-yl)methyl)-5-methoxy-7-methyl-1H-indole-1-carboxylic acid tert-butyl ester